COC(C1=C(C=CC=C1)N1N=C(C(=C1)[N+](=O)[O-])C(F)F)=O [3-(difluoromethyl)-4-nitro-pyrazol-1-yl]benzoic acid methyl ester